NC1=NC(=C(C=2N1N=C(N2)CC2=C(C=CC=C2)C=2C=NN(C2)C)C2=NC=NC=C2)C=2C=C(C#N)C=CC2 3-(5-amino-2-(2-(1-methyl-1H-pyrazol-4-yl)benzyl)-8-(pyrimidin-4-yl)-[1,2,4]triazolo[1,5-c]pyrimidin-7-yl)benzonitrile